(2S,3R,5R)-3-((((2-(2-chloro-3,4-dihydroxybenzamido)ethyl)carbamoyl)oxy)methyl)-3-methyl-7-oxo-4-thia-1-azabicyclo[3.2.0]heptane-2-carboxylic acid 4,4-dioxide ClC1=C(C(=O)NCCNC(=O)OC[C@]2([C@@H](N3C(C[C@H]3S2(=O)=O)=O)C(=O)O)C)C=CC(=C1O)O